NC1=NC=C(C=N1)C=1N=CN2C1N(C(C1=CC(=CC(=C21)C(C)NC=2C(=NC(=CC2)Cl)C=2C=NN(C2)C2COC2)C)=O)C([2H])([2H])[2H] 3-(2-aminopyrimidin-5-yl)-9-(1-((6-chloro-2-(1-(oxetan-3-yl)-1H-pyrazol-4-yl)pyridin-3-yl)amino)ethyl)-7-methyl-4-(methyl-d3)imidazo[1,5-a]quinazolin-5(4H)-one